Cl.OC1(CCN(CC1)C(C[C@@H](C)C1=CC=CC=C1)=O)CN1C=NN2C(C1=O)=NC=C2C=2C=C1CCNC1=CC2 (R)-3-((4-hydroxy-1-(3-phenylbutyryl)piperidin-4-yl)methyl)-7-(indolin-5-yl)imidazo[2,1-f][1,2,4]triazin-4(3H)-one hydrochloride